ClC=1N(N=C2C(N(N=CC21)[C@@H]2[C@H]1CO[C@@H]([C@@H]21)CO)=O)CC2=C(C=CC=C2)F |r| Rac-3-chloro-2-(2-fluorobenzyl)-6-((1R,2S,5S,6R)-2-(hydroxymethyl)-3-oxabicyclo[3.1.0]hexan-6-yl)-2,6-dihydro-7H-pyrazolo[3,4-d]pyridazin-7-one